BrC1=C(C(=CC=C1)OC1CCC1)C 1-bromo-3-(cyclobutoxy)-2-methyl-benzene